C(N)(OCCC=1N(C2=CC=C(C=C2C1CNS(=O)(=O)C)F)C1CCN(CC1)C1CCC(CC1)=C(C)C)=O 2-(5-fluoro-3-(methylsulfonamido methyl)-1-(1-(4-(propan-2-ylidene)cyclohexyl) piperidin-4-yl)-1H-indol-2-yl)ethyl carbamate